2,4-difluoro-6-iodobenzoic acid FC1=C(C(=O)O)C(=CC(=C1)F)I